4-(3-Chloro-4-fluorophenyl)-7-[[(3S)-tetrahydro-3-furyl]oxy]-4,6-quinazolinediamine ClC=1C=C(C=CC1F)C1(NC=NC2=CC(=C(C=C12)N)O[C@@H]1COCC1)N